5-{(S)-2-[2-((S)-2-Cyano-pyrrolidin-1-yl)-2-oxo-ethylamino]-propyl}-5-(1H-tetrazol-5-yl)-10,11-dihydro-5H-dibenzo[a,d]cycloheptene-2,8-dicarboxylic acid bis-dimethylamide CN(C(=O)C1=CC2=C(C(C3=C(CC2)C=C(C=C3)C(=O)N(C)C)(C3=NN=NN3)C[C@H](C)NCC(=O)N3[C@@H](CCC3)C#N)C=C1)C